N-phenyl-1H-indole-3-acetamide C1(=CC=CC=C1)NC(CC1=CNC2=CC=CC=C12)=O